C(#N)C1=C(C=C(C(=O)N([C@H]2CNCCC2)C2=NC=CC3=CC=CC(=C23)C)C=C1)C1=CC=C(C=C1)C1=CC=NC=C1 4-cyano-N-(8-methyl-1-isoquinolyl)-N-[(3R)-3-piperidyl]-3-[4-(4-pyridyl)phenyl]benzamide